O=S1(NCC[C@@H]1CNC1=NC=C(C=2N=CN(C(C21)=O)C)C2=CC=C(C=C2)C(F)(F)F)=O |r| racemic-5-(((1,1-dioxidoisothiazolidin-5-yl)methyl)amino)-3-methyl-8-(4-(trifluoromethyl)phenyl)pyrido[4,3-d]pyrimidin-4(3H)-one